N1N=C(C2=CC=CC=C12)C(=O)OCC ethyl 1H-indazole-3-carboxylate